(R)-3-(4-(benzyloxy)phenyl)-2-propionamidopropionic acid C(C1=CC=CC=C1)OC1=CC=C(C=C1)C[C@H](C(=O)O)NC(CC)=O